C(C)(C)(C)OC(=O)N1[C@H](C(C1)OC1=C(C=C(C=C1)[N+](=O)[O-])C)C (2S)-2-methyl-3-(2-methyl-4-nitrophenoxy)azetidine-1-carboxylic acid tert-butyl ester